N-((2S)-1-((1-amino-1-oxo-3-(4,5,6,7-tetrahydrobenzo[d]thiazol-4-yl)propan-2-yl)amino)-3-cyclopropyl-1-oxopropan-2-yl)-1H-indole-2-carboxamide NC(C(CC1CCCC2=C1N=CS2)NC([C@H](CC2CC2)NC(=O)C=2NC1=CC=CC=C1C2)=O)=O